BrC1=NN(C(=C1C(=O)O)Br)C 3,5-dibromo-1-methyl-1H-pyrazole-4-carboxylic acid